FC1=CC=CC2=CC3=C(C=CC=C3C=C12)F 1,5-difluoroanthracene